BrC=1C=C(C2=C(C(=CO2)COC2=C(C=CC=C2)CC(=O)OCC)C1)OC ethyl 2-(2-((5-bromo-7-methoxybenzofuran-3-yl)methoxy)phenyl)acetate